COC=1C=C(C=CC1OC)C1=CC=NC=2N1N=C(C2)C(=O)NC2=NC=C(C=C2)O 7-(3,4-dimethoxyphenyl)-N-(5-hydroxypyridin-2-yl)pyrazolo[1,5-a]pyrimidine-2-carboxamide